4-Chloro-2-(2-chloro-benzyloxy)-N-(pyridin-3-yl)benzamide ClC1=CC(=C(C(=O)NC=2C=NC=CC2)C=C1)OCC1=C(C=CC=C1)Cl